CN(C(=O)C=1C=NC(=NC1)NC1CCC(CC1)OC1=C2C=CC=NC2=CC(=N1)N1CCOCC1)C N,N-dimethyl-2-(((1s,4s)-4-((7-morpholino-1,6-naphthyridin-5-yl)oxy)cyclohexyl)amino)pyrimidine-5-carboxamide